ClC1=CC=C(S1)C1=CC=C(C=O)C=C1 4-(5-chlorothien-2-yl)benzaldehyde